COC1=CC=C(C=C1)/C=C/C(=O)C1=NC=CC2=C1NC1=CC=CC=C21 (E)-3-(4-methoxyphenyl)-1-(9H-pyrido[3,4-b]indol-1-yl)prop-2-en-1-one